N-(2-(iso-butoxy)ethyl)-3-(imidazolyl)propan-1-amine C(C(C)C)OCCNCCCC=1NC=CN1